C(N)(=N)C=1C=C(C=CC1)CC(C=1SC2=C(N1)C=CC(=C2)OC)NS(=O)(=O)C=2C=C(NC(CCNC(OC(C)(C)C)=O)=O)C=CC2 tert-butyl N-[3-[3-[[2-(3-carbamimidoylphenyl)-1-(6-methoxy-1,3-benzothiazol-2-yl)ethyl]sulfamoyl]anilino]-3-oxo-propyl]carbamate